CC1=C(C(=C2C(=C1)N=C1C=CC3=C4C=CC=CC4=NC3=C12)C1=CC=CC=2C3=CC=CC=C3C3=CC=CC=C3C12)C1=NC=CC=C1 Methylpyridinyl(triphenyleneyl)indolocarbazole